OCCN(C(CC(=O)N(CCO)CCO)=O)CCO N,N,N',N'-tetra(2-hydroxyethyl)malonamide